amphetamine bromine [Br].NC(C)CC1=CC=CC=C1